1-(2-Fluorophenyl)-4-(1H-indol-3-yl)butane-1,4-dione FC1=C(C=CC=C1)C(CCC(=O)C1=CNC2=CC=CC=C12)=O